dipalmitylethyl-ammonium methyl-sulfate COS(=O)(=O)[O-].C(CCCCCCCCCCCCCCC)[NH+](CC)CCCCCCCCCCCCCCCC